ClC1=C(C(=CC(=C1)C=CC#N)F)NC1=NC=NC2=CC=C(C=C12)F 4-((2-chloro-4-(2-cyanovinyl)-6-fluorophenyl)amino)-6-fluoroquinazolin